ClC=1C(=C2C=NNC2=C(C1F)NC(C)C)C=1N=CC=2N(C1)C=C(N2)NC(CN2CCOCC2)=O N-(6-(5-chloro-6-fluoro-7-(isopropylamino)-1H-indazol-4-yl)imidazo[1,2-a]pyrazin-2-yl)-2-morpholinoacetamide